C(C)OC(=O)C=1C=CC(=C(C1)SC1CN(C1)C(=O)OC(C)(C)C)C tert-butyl 3-((5-(ethoxycarbonyl)-2-methylphenyl)thio)azetidine-1-carboxylate